4-Methyl-N-[4-(1-propyl-piperidin-3-yl)-phenyl]-3-(4-pyridin-3-yl-pyrimidin-2-ylamino)-benzamide CC1=C(C=C(C(=O)NC2=CC=C(C=C2)C2CN(CCC2)CCC)C=C1)NC1=NC=CC(=N1)C=1C=NC=CC1